FC1=C(C=CC=C1NS(NC)(=O)=O)CN1C(OC2=C(C1([2H])[2H])C=CC(=C2)OC=2N=NC=CN2)=O 3-({2-fluoro-3-[(methylsulfamoyl)amino]phenyl}methyl)-7-(1,2,4-triazin-3-yloxy)-3,4-dihydro(4,4-2H2)-2H-1,3-benzoxazin-2-one